3-(4-(3-aminoazetidin-1-yl)-3,5-difluorophenoxy)piperidine-2,6-dione NC1CN(C1)C1=C(C=C(OC2C(NC(CC2)=O)=O)C=C1F)F